methyl 6-hydroxynaphthalene-1-carboxylate OC=1C=C2C=CC=C(C2=CC1)C(=O)OC